3-(1-(((5-bromo-2-nitrophenyl)amino)methyl)cyclopropyl)propan-1-ol BrC=1C=CC(=C(C1)NCC1(CC1)CCCO)[N+](=O)[O-]